NC=1C(N(C2=CC(=C(C=C2N1)Cl)Br)C=1C(=NC=CC1)OC)=O 3-Amino-7-bromo-6-chloro-1-(2-methoxypyridin-3-yl)quinoxaline-2(1H)-on